OCC1=CC=C(C=C1)NC(=O)C1CC(CCC1C(C)C)C N-(4-hydroxymethylphenyl)-p-menthanecarboxamide